C(C1=CC=CC=C1)NC(CC1=NC=C(C=C1)C1=C(C=C(C=C1)OCCN1C[C@@H]2[C@H](C1)COC2)F)=O N-benzyl-2-(5-(2-fluoro-4-(2-((3aR,6aS)-tetrahydro-1H-furo[3,4-c]pyrrol-5(3H)-yl)ethoxy)phenyl)pyridin-2-yl)acetamide